ClC=1C(=NC=2CN(CCC2C1)CC1=C(C=C(C=N1)C1=NOC(=N1)C(F)(F)F)C)OCC1=C(C=C(C=C1)Cl)F 3-(6-((3-chloro-2-((4-chloro-2-fluorobenzyl)oxy)-5,8-dihydro-1,7-naphthyridin-7(6H)-yl)methyl)-5-methylpyridin-3-yl)-5-(trifluoromethyl)-1,2,4-oxadiazole